C(C)(C)(C)OC(C1=C(C=CC(=C1)CBr)OC)=O 5-(bromomethyl)-2-methoxybenzoic acid tert-butyl ester